propanene C=CC